C(C)(C)(C)C1=C(C(C=O)=CC=C1)O 3-tertiary butyl-salicylaldehyde